O[Co].[K] potassium hydroxycobalt